1-(3-(tert-butyl)-1-phenyl-1H-pyrazol-5-yl)-3-(2-(methylthio)-4-((7-keto-5,6,7,8-tetrahydro-1,8-naphthyridin-4-yl)oxy)phenyl)urea C(C)(C)(C)C1=NN(C(=C1)NC(=O)NC1=C(C=C(C=C1)OC1=CC=NC=2NC(CCC12)=O)SC)C1=CC=CC=C1